2-(4-methoxypiperidin-4-yl)-1,3-benzoxazole COC1(CCNCC1)C=1OC2=C(N1)C=CC=C2